(E)-N'-(2,5-dimethoxybenzylidene)-6-(4-ethoxyphenyl)pyrazine-2-carbohydrazide COC1=C(\C=N\NC(=O)C2=NC(=CN=C2)C2=CC=C(C=C2)OCC)C=C(C=C1)OC